5-[(1-benzyl-4-piperidinyl)methylamino]-2-(2-furyl)pyrazolo[1,5-a]pyrimidine-3-carbonitrile C(C1=CC=CC=C1)N1CCC(CC1)CNC1=NC=2N(C=C1)N=C(C2C#N)C=2OC=CC2